1-chloro-2-bromo-4-(iodomethyl)benzene chromium [Cr].ClC1=C(C=C(C=C1)CI)Br